ClC1=NC2=CC=C(C=C2C(=N1)NC1CCN(CC1)C(C)C)OC 2-chloro-N-(1-isopropyl-piperidine-4-yl)-6-methoxyquinazoline-4-amine